2-chloro-N,N-dimethyl-4-(2-methyl-4-(1-((R or S)-3,3,3-trifluoro-2-hydroxy-2-(3-methoxyphenyl)propanoyl)piperidin-4-yl)pentyloxy)benzamide ClC1=C(C(=O)N(C)C)C=CC(=C1)OCC(CC(C)C1CCN(CC1)C([C@@](C(F)(F)F)(C1=CC(=CC=C1)OC)O)=O)C |o1:25|